9,9-bis(4'-(2''-hydroxyethoxy)phenyl)fluorene bromomethyl-11-undecanoate BrCOC(CCCCCCCCCC)=O.OCCOC1=CC=C(C=C1)C1(C2=CC=CC=C2C=2C=CC=CC12)C1=CC=C(C=C1)OCCO